ClC1=C2C(=NC(=C1)C1=NC=CC(=C1)F)CCC2 2-{4-chloro-5H,6H,7H-cyclopenta[b]pyridin-2-yl}-4-fluoropyridine